trans-N-(2-ethylpyrrolidin-3-yl)-2,2-dimethyl-3-((3-(trifluoromethyl)pyridin-2-yl)oxy)propanamide C(C)[C@@H]1NCC[C@H]1NC(C(COC1=NC=CC=C1C(F)(F)F)(C)C)=O